BrC1=CN(C=2C=NN(C(C21)=O)CC2=CC=C(C=C2)OC)CC(=O)OCC ethyl 2-(3-bromo-5-(4-methoxybenzyl)-4-oxo-4,5-dihydro-1H-pyrrolo[2,3-d]pyridazin-1-yl)acetate